C(C1=CC=CC=C1)OC=1C=C(C=C(C1)OCC1=CC=CC=C1)C(C)N1N=CC=N1 (1-(3,5-Bis(benzyloxy)phenyl)ethyl)-2H-1,2,3-triazole